(-)-(S)-3-(4-{[6-(2,2,2-Trifluoro-ethoxy)-pyridine-3-carbonyl]-amino}-phenyl)-pyrrolidine-1-carboxylic acid tert-butyl ester C(C)(C)(C)OC(=O)N1C[C@@H](CC1)C1=CC=C(C=C1)NC(=O)C=1C=NC(=CC1)OCC(F)(F)F